BrC1=C(C=CC=C1)N1C=NC(=C1)C1=NC(=NC=C1C(F)(F)F)NC1CCN(CC1)S(=O)(=O)C (1-(2-bromophenyl)-1H-imidazol-4-yl)-N-(1-(methylsulfonyl)piperidin-4-yl)-5-(trifluoromethyl)pyrimidin-2-amine